5-(2-Fluoro-6-methoxyphenyl)-3-(2-morpholinothiazol-5-yl)-1H-pyrazolo[4,3-c]pyridazin-6(5H)-on FC1=C(C(=CC=C1)OC)N1N=C2C(=CC1=O)NN=C2C2=CN=C(S2)N2CCOCC2